8-(5-chloropyridin-2-yl)-5-(4-fluorobenzyl)-2-(1,3,4-oxadiazol-2-yl)-5,8-diazaspiro[3.5]nonane-6,9-dione ClC=1C=CC(=NC1)N1CC(N(C2(CC(C2)C=2OC=NN2)C1=O)CC1=CC=C(C=C1)F)=O